C1(CC1)C=1C=CC(=C(C1)S(=O)(=O)N)OC 5-cyclopropyl-2-methoxybenzenesulfonamide